(1R,2S,4S)-4-((4-(2-hydroxy-4-(trifluoromethyl)phenyl)phthalazin-1-yl)amino)cyclohexane-1,2-diol OC1=C(C=CC(=C1)C(F)(F)F)C1=NN=C(C2=CC=CC=C12)N[C@@H]1C[C@@H]([C@@H](CC1)O)O